6-(8-fluoro-7-(8-fluoronaphthalen-1-yl)-2-((hexahydro-1H-pyrrolizin-7a-yl)methoxy)pyrido[4,3-d]pyrimidin-4-yl)-1,6-diazaspiro[3.5]nonan-2-one FC1=C(N=CC2=C1N=C(N=C2N2CC1(CC(N1)=O)CCC2)OCC21CCCN1CCC2)C2=CC=CC1=CC=CC(=C21)F